C12(CC3CC(CC(C1)C3)C2)CC(=O)NN2C(C3=CC=CC=C3C(=N2)C(F)(F)F)=O 2-(1-adamantyl)-N-[1-oxo-4-(trifluoromethyl)phthalazin-2(1H)-yl]acetamide